C(C)N1N=CC2=C1N(C(C=1C=C(C=C(C21)C2OCC2)C)=O)C 3-ethyl-4,7-dimethyl-9-(oxetan-2-yl)-3,4-dihydro-5H-pyrazolo[3,4-c]isoquinolin-5-one